OC(N(CC(CS(=O)(=O)O)O)C)(O)O 3-[N-trishydroxymethylmethylamino]-2-hydroxypropanesulfonic acid